thorium(IV) oxide [O-2].[Th+4].[O-2]